C(C)(=O)C=1C=C(C=C2C(C=C(OC12)SCC)=O)C(F)(F)F 8-Acetyl-2-ethylsulfanyl-6-(trifluoromethyl)-chromen-4-one